rac.-pipecolic acid N1[C@H](CCCC1)C(=O)O |r|